4-methyl-1-(3-triethoxysilylpropyl)-piperazine CN1CCN(CC1)CCC[Si](OCC)(OCC)OCC